3-(4-vinylbenzyl)imidazole chloride salt [Cl-].C(=C)C1=CC=C(CN2C=NC=C2)C=C1